BrC1=NC(=C(C2=C1CC(C2)O[Si](C)(C)C(C)(C)C)Br)C(CC2=CC(=CC(=C2)F)F)N[S@@](=O)C(C)(C)C (S)-N-(1-(1,4-dibromo-6-((tert-butyldimethylsilyl)oxy)-6,7-dihydro-5H-cyclopenta[c]pyridin-3-yl)-2-(3,5-difluorophenyl)ethyl)-2-methylpropane-2-sulfinamide